NC=1N=CN(C(C1C(NC=1C=NC=C(C1)CNCC)=O)=O)C1=C(C=C(C(=O)OC)C=C1Cl)Cl methyl 4-(4-amino-5-((5-((ethylamino)methyl)pyridin-3-yl)carbamoyl)-6-oxopyrimidin-1(6H)-yl)-3,5-dichlorobenzoate